ClC=1C=C(C=CC1F)C(C=1NC(=C(N1)S(=O)(=O)C)C)O[C@@H]1CC[C@H](CC1)C 2-((3-chloro-4-fluorophenyl)(((trans)-4-methylcyclohexyl)oxy)methyl)-5-methyl-4-(methyl-sulfonyl)-1H-imidazole